C(C)C1=CC2=C([C@]3(OCC2=O)C[C@@H](N(CC3)CC=3N=NN(C3)CCS(=O)(=O)C)C)S1 (2S,4R)-2'-ethyl-2-methyl-1-[[1-(2-methylsulfonylethyl)triazol-4-yl]methyl]spiro[piperidine-4,7'-thieno[2,3-c]pyran]-4'-one